1-Ethyl-4-(3-hydroxy-2,6-dimethylphenyl)-3-(1H-pyrazol-4-yl)-1H-pyrrolo[2,3-b]pyridine-6-carboxamide C(C)N1C=C(C=2C1=NC(=CC2C2=C(C(=CC=C2C)O)C)C(=O)N)C=2C=NNC2